BrC=1C=C2C(OCC=3C=NC(=CC3C=3C=CC(=C(NS(C(C1O)=C2)(=O)=O)C3)Cl)OC)=O 13-Bromo-19-chloro-14-hydroxy-4-methoxy-16,16-dioxo-9-oxa-16λ6-thia-5,17-diazatetracyclo[16.3.1.111,15.02,7]tricosa-1(22),2(7),3,5,11,13,15(23),18,20-nonaen-10-one